7-Ethyl-6-((2-methylpyridin-4-yl)sulfonyl)-6-azaspiro[3.4]octane C(C)C1N(CC2(CCC2)C1)S(=O)(=O)C1=CC(=NC=C1)C